N1(CCCC1)CCCNC1=C2C(=NC(=C1)C1=CC=C(C=C1)C(=O)N1CCSCC1)C=CS2 (4-(7-((3-(pyrrolidin-1-yl)propyl)amino)thieno[3,2-b]pyridin-5-yl)phenyl)(thiomorpholino)methanone